N(=[N+]=[N-])C(CCCCCCCCCN[C@H](C(=O)N1[C@@H](C[C@H](C1)O)C(=O)NCC1=CC=C(C=C1)C1=C(N=CS1)C)C(C)(C)C)CC (2s,4r)-1-((S)-2-(10-azidododecylamino)-3,3-dimethylbutyryl)-4-hydroxy-N-(4-(4-methylthiazol-5-yl)benzyl)pyrrolidine-2-carboxamide